C1(=C(C=CC=C1)NC1=CC=2CCCCC2C=C1)C N-(o-tolyl)-5,6,7,8-tetrahydronaphthalen-2-amine